NC1=CC=C(C=N1)C=CC(=O)NCC=1OC2=C(C1)C=C(C=C2C(F)(F)F)C2=NC=C(C=C2)C(=O)N2CCNCC2 3-(6-aminopyridin-3-yl)-N-((5-(5-(piperazine-1-carbonyl)pyridin-2-yl)-7-(trifluoromethyl)benzofuran-2-yl)methyl)acrylamide